Hydroxydecanal OC(C=O)CCCCCCCC